1-(4-((4-((2-fluoro-4-((2-(3-isopropoxyazetidin-1-yl)pyridin-4-yl)oxy)phenyl)amino)-7-methoxyquinazolin-6-yl)amino)piperidin-1-yl)prop-2-en-1-one FC1=C(C=CC(=C1)OC1=CC(=NC=C1)N1CC(C1)OC(C)C)NC1=NC=NC2=CC(=C(C=C12)NC1CCN(CC1)C(C=C)=O)OC